C(C)SC1=NC(=CC(=C1C(=O)NCC1=CC(=CC=C1)F)C)N1[C@@H](COCC1)CO 2-Ethylsulfanyl-N-[(3-fluorophenyl)-methyl]-6-[(3R)-3-(hydroxymethyl)-morpholin-4-yl]-4-methyl-pyridine-3-carboxylic acid amide